1-(tert-Butyl) 7-methyl 4-(4-((benzyloxy)carbonyl)piperazin-2-yl)-1H-indole-1,7-dicarboxylate hydrochloride Cl.C(C1=CC=CC=C1)OC(=O)N1CC(NCC1)C1=C2C=CN(C2=C(C=C1)C(=O)OC)C(=O)OC(C)(C)C